(cis)-3-fluorocyclobutan-1-amine hydrochloride Cl.F[C@H]1C[C@H](C1)N